(1-oxopropyl)pentylphosphinic acid sodium salt [Na+].O=C(CC)P([O-])(=O)CCCCC